FCCN1C(NC2=CC(=CC=C2C1=O)CN1CCN(CC1)C=1C=CC(=NC1C)C(=O)NC)=O 5-(4-((3-(2-fluoroethyl)-2,4-dioxo-1,2,3,4-tetrahydroquinazolin-7-yl)methyl)piperazin-1-yl)-N,6-dimethylpicolinamide